Cl.C1(CCC1)N1CC2(C(N(C=3C=NC=4C=C(C(=CC4C32)C=3C=C(C(=NC3)OCCNC(C)C)NS(=O)(=O)C)F)C)=O)C1 N-(5-(1-Cyclobutyl-7'-fluoro-3'-methyl-2'-oxo-2',3'-dihydrospiro[azetidine-3,1'-pyrrolo[2,3-c]quinolin]-8'-yl)-2-(2-(isopropylamino)ethoxy)pyridin-3-yl)methanesulfonamide hydrochloride